OC=1C(=NC=C(C1C)C=1C=NN(C1C)C1=CC=CC=C1)C(=O)NCC(=O)OCC ethyl (3-hydroxy-4-methyl-5-(5-methyl-1-phenyl-1H-pyrazol-4-yl)picolinoyl)glycinate